1-(3-aminopropyl)-3-(4-vinylbenzyl)imidazolium NCCCN1C=[N+](C=C1)CC1=CC=C(C=C1)C=C